4-[2-(N-[3,3-difluorocyclohexyl]anilino)-2-oxo-ethyl]-1-[(2-fluoro-4-isopropyl-phenyl)methyl]piperidine-4-carboxylic acid FC1(CC(CCC1)N(C1=CC=CC=C1)C(CC1(CCN(CC1)CC1=C(C=C(C=C1)C(C)C)F)C(=O)O)=O)F